9',9''''-(4-(4-(4,6-diphenylpyrimidin-2-yl)phenyl)pyridine-2,6-diyl)bis(9'H-9,3':6',9''-tercarbazole) C1(=CC=CC=C1)C1=NC(=NC(=C1)C1=CC=CC=C1)C1=CC=C(C=C1)C1=CC(=NC(=C1)N1C2=CC=C(C=C2C=2C=C(C=CC12)N1C2=CC=CC=C2C=2C=CC=CC12)N1C2=CC=CC=C2C=2C=CC=CC12)N1C2=CC=C(C=C2C=2C=C(C=CC12)N1C2=CC=CC=C2C=2C=CC=CC12)N1C2=CC=CC=C2C=2C=CC=CC12